CC1=C(C=CC=C1NC(C1=NC=C(C(=C1)OC)CNC)=O)C1=C(C(=CC=C1)NC(C1=NC=C(C(=C1)OC)CNC)=O)C N,N'-(2,2'-dimethyl-[1,1'-biphenyl]-3,3'-diyl)bis(4-methoxy-5-((methylamino)methyl)picolinamide)